ClC=1N=CC2=C(N1)N(C(=C2)C(=O)N(C)C)C2=CC=1C(CCC(C1C=C2)N(C)C)(F)F 2-chloro-7-(5-(dimethylamino)-8,8-difluoro-5,6,7,8-tetrahydronaphthalen-2-yl)-N,N-dimethyl-7H-pyrrolo[2,3-d]pyrimidine-6-carboxamide